4-Bromo-2-methyl-7-nitro-2H-isoquinolin-1-one BrC1=CN(C(C2=CC(=CC=C12)[N+](=O)[O-])=O)C